methyl 2-(5-cyclopropyl-7-hydroxy-3,3-dimethyl-2-oxoindolin-1-yl)acetate C1(CC1)C=1C=C2C(C(N(C2=C(C1)O)CC(=O)OC)=O)(C)C